methyl-(2-(4-(pyrimidin-5-yl)phenyl)acetyl)-D-proline C[C@]1(N(CCC1)C(CC1=CC=C(C=C1)C=1C=NC=NC1)=O)C(=O)O